mono-ethyl-glycine C(C)NCC(=O)O